2,2,5-Trimethyl-4-oxo-3,8,11,14,17-pentaoxa-5-azanonadecan-19-yl 4-methylbenzenesulfonate CC1=CC=C(C=C1)S(=O)(=O)OCCOCCOCCOCCOCCN(C(OC(C)(C)C)=O)C